4-(2-amino-2-methylpropanoyl)-N-(1-(4-(((trans-4-aminocyclohexyl)(isopropyl)amino)methyl)phenyl)-2-oxo-1,2-dihydropyrimidin-4-yl)piperazine-1-carboxamide hydrochloride salt Cl.NC(C(=O)N1CCN(CC1)C(=O)NC1=NC(N(C=C1)C1=CC=C(C=C1)CN(C(C)C)[C@@H]1CC[C@H](CC1)N)=O)(C)C